C1(CC1)N1N=CC(=C1)C1=C(C=C2C=N[C@@H](N(C2=C1)C(C)C1=C(C(=CC=C1)C(F)F)F)C)OC (R)-7-(1-cyclopropyl-1H-pyrazol-4-yl)-N-(1-(3-(difluoromethyl)-2-fluorophenyl)ethyl)-6-methoxy-2-methyl-quinazoline